C(C)(C)(C)OC(=O)NC1=NN2C(C=C(C=C2)C=2C=NC(=C(C(=O)OCC)C2)C2CC2)=N1 ethyl 5-(2-((tert-butoxycarbonyl) amino)-[1,2,4]triazolo[1,5-a]pyridin-7-yl)-2-cyclopropylnicotinate